tert-Butyl 2-((1-(2-(3-azabicyclo[3.1.0]hexan-3-yl)-5-bromo-3,6-dimethyl-4-oxo-3,4-dihydroquinazolin-8-yl)ethyl)amino)benzoate C12CN(CC2C1)C1=NC2=C(C=C(C(=C2C(N1C)=O)Br)C)C(C)NC1=C(C(=O)OC(C)(C)C)C=CC=C1